O-((4-fluorobicyclo(2.2.2)octan-1-yl)methyl) S-methyl carbonodithioate C(OCC12CCC(CC1)(CC2)F)(=S)SC